N1(CCCCC1)CCC[Si](OC)(OC)OC gamma-(N-piperidinyl)propyltrimethoxysilane